mercaptoAcetic acid SCC(=O)O